methyl-3-penten-2-ol CCC(C=CC)O